trimethylenebis(ethyldimethylammonium) C(C)[N+](CCC[N+](C)(C)CC)(C)C